The molecule is an amino sulfonic acid that is the sulfonic acid analogue of cysteine. It has a role as an animal metabolite. It is an alanine derivative, an amino sulfonic acid, a carboxyalkanesulfonic acid, a cysteine derivative and a non-proteinogenic alpha-amino acid. C(C(C(=O)O)N)S(=O)(=O)O